5-bromo-6-methoxy-3,3-dimethyl-2,3-dihydro-1H-pyrrolo[3,2-b]pyridine-1-carboxylic acid tert-butyl ester C(C)(C)(C)OC(=O)N1CC(C2=NC(=C(C=C21)OC)Br)(C)C